C(CCC)C(CS(=O)(=O)CCCCCCCCC=O)CCCCCC 9-((2-butyloctyl)sulfonyl)nonanal